C1(CC1)OC1=C(N)C=C(C(=C1)CN1CCN(CC1)C)C 2-cyclopropoxy-5-methyl-4-((4-methylpiperazin-1-yl)methyl)aniline